1,1-dioxo-1,2-benzothiazole-6-carboxylic acid O=S1(N=CC2=C1C=C(C=C2)C(=O)O)=O